COC=1C=C(C=CC1OC)C1=C(C=C(C=C1)NC(=O)N[C@@H]1CC[C@@H](CC1)C)C=1N=NNN1 1-(3',4'-Dimethoxy-2-(2H-tetrazol-5-yl)-[1,1'-biphenyl]-4-yl)-3-((cis)-4-Methylcyclohexyl)urea